ClC1=CC=C(C[C@@H](NC(C(C)(C)C)=O)C(=O)O)C=C1 (R)-4-chloro-pivaloylphenylalanine